methyl (1r,4r)-4-[(4-bromophenyl)(methyl)amino]cyclohexane-1-carboxylate BrC1=CC=C(C=C1)N(C1CCC(CC1)C(=O)OC)C